N1(CCCC1)C(=O)O[C@H]1C[C@H](CC1)C=1NN=C(C1)NC(COC1=C(C(=CC=C1)O)C=O)=O (1R,3S)-3-{5-[2-(2-formyl-3-hydroxyphenoxy) acetamido]-2H-pyrazol-3-yl}cyclopentyl pyrrolidine-1-carboxylate